[2'-((3-(9H-carbazol-9-yl)-2-hydroxy-5-methylphenyl)(2-(dimethylamino)ethyl)amino)-3-tert-butyl-5-methyl-[1,1'-biphenyl]-2-ol] hafnium [Hf].C1=CC=CC=2C3=CC=CC=C3N(C12)C=1C(=C(C=C(C1)C)N(C1=C(C=CC=C1)C=1C(=C(C=C(C1)C)C(C)(C)C)O)CCN(C)C)O